3-(5-(4-(azepan-1-ylmethyl)-2-fluorophenethyl)-2-methyl-4-oxoquinazolin-3(4H)-yl)piperidine-2,6-dione N1(CCCCCC1)CC1=CC(=C(CCC2=C3C(N(C(=NC3=CC=C2)C)C2C(NC(CC2)=O)=O)=O)C=C1)F